N-benzo[d]thiazol-2-yl-N''-(3-chloroaniline-carbonyl)-guanidine S1C(=NC2=C1C=CC=C2)NC(=NC(=O)NC2=CC(=CC=C2)Cl)N